3-(methacryloyloxymethyl)-3-ethyloxetane C(C(=C)C)(=O)OCC1(COC1)CC